methyl 7-(((tert-butyldimethylsilyl)oxy)methyl)-1-((2-(trimethylsilyl)ethoxy)methyl)-1H-benzo[d]imidazole-2-carboxylate [Si](C)(C)(C(C)(C)C)OCC1=CC=CC2=C1N(C(=N2)C(=O)OC)COCC[Si](C)(C)C